ClC1=C(C#N)C=CC(=C1)N1CC2(C[C@@H]1C)CCN(CC2)C=2C=NC(=CC2)C(=O)N2CCC(CC2)CN2CCN(CC2)C2=CC(=CC=C2)N[C@@H]2C(NC(CC2)=O)=O 2-Chloro-4-((S)-8-(6-(4-((4-(3-(((S)-2,6-dioxopiperidin-3-yl)amino)phenyl)piperazin-1-yl)methyl)piperidin-1-carbonyl)pyridin-3-yl)-3-methyl-2,8-diazaspiro[4.5]dec-2-yl)benzonitrile